C(CCCCC)C(C(=O)OCCCCCC(CCCCCSCC(CCCCCC)OC(CCC1CCCCC1)=O)=O)CCCCCCCC 11-((2-((3-cyclohexylpropanoyl)oxy)octyl)thio)-6-oxoundecyl 2-hexyldecanoate